ClC=1C(=NC=CC1)C(=O)NC1=CC=C(C=C1)N(C)C chloro[N-{4-(dimethylamino)phenyl}-2-pyridinecarboxamide]